pyrrol-4-ol N1C=CC(=C1)O